pentamethyl-ethanol CC(C(O)(C)C)(C)C